OC1CCCC1 (1S,2R,3R)-3-hydroxycyclopentane